N-(2-chloro-4-(trifluoromethyl)phenyl)-1-(4-((3-ethynylazetidin-1-yl)methyl)-1H-pyrazol-1-yl)cyclobutane-1-carboxamide ClC1=C(C=CC(=C1)C(F)(F)F)NC(=O)C1(CCC1)N1N=CC(=C1)CN1CC(C1)C#C